C[C@@H]1[C@@H](C1)C(=O)N1[C@H]([C@H](CCC1)C1=NNC=C1)COC1CCC(CC1)C1=CC=CC=C1 ((CIS)-2-methylcyclopropyl)((2R,3S)-2-((((1s,4S)-4-phenylcyclohexyl)oxy)methyl)-3-(1H-pyrazol-3-yl)piperidin-1-yl)methanone